((3S,4R)-3-fluorotetrahydro-2H-pyran-4-yl)-2-methyl-2,6-dihydropyrido[3,4-d]pyridazine-1,7-dione F[C@@H]1COCC[C@@H]1C1=NN(C(C=2C1=CNC(C2)=O)=O)C